C(C)(C)(C)OC(=O)N1[C@H](C=2N([C@H](C1)C)N=C(C2)C#N)C (4s,7s)-2-cyano-4,7-dimethyl-6,7-dihydro-4H-pyrazolo[1,5-a]pyrazine-5-carboxylic acid tert-butyl ester